5-(4-bromopyridin-2-yl)-3-methyl-1,2,4-oxadiazole BrC1=CC(=NC=C1)C1=NC(=NO1)C